methyl (R)-2-hydroxy-3-methylbutanoate O[C@@H](C(=O)OC)C(C)C